C(C)(C)N1N=CC(=C1)S(=O)(=O)N 1-isopropyl-pyrazole-4-sulfonamide